FC1(CC1)C(=O)N[C@H](C(=O)N1[C@@H](C[C@H](C1)O)C(=O)NCC1=C(OCCC(=O)OC(C)(C)C)C=C(C=C1)C1=C(N=CS1)C)C(C)(C)C tert-butyl 3-[2-({[(2S,4R)-1-[(2S)-2-[(1-fluorocyclopropyl)formamido]-3,3-dimethylbutanoyl]-4-hydroxypyrrolidin-2-yl]formamido}methyl)-5-(4-methyl-1,3-thiazol-5-yl)phenoxy]propanoate